N-methylpiperidine-3-carboxamide hydrochloride Cl.CNC(=O)C1CNCCC1